(+/-)-3-Methyl-7-(methylcarbamoyl)-3-phenyl-2,3-dihydrobenzofuran-5-carboxylic acid C[C@@]1(COC2=C1C=C(C=C2C(NC)=O)C(=O)O)C2=CC=CC=C2 |r|